COC=1C=C(C=CC1OC)C=1CCCC2=C(C1C1=CC=C(C=C1)CC1CN(C1)CCCF)C=CC(=C2)C(=O)O 8-(3,4-dimethoxyphenyl)-9-(4-((1-(3-fluoropropyl)azetidin-3-yl)methyl)phenyl)-6,7-dihydro-5H-benzo[7]annulene-3-carboxylic acid